2-[1-[4-[4-(4-hydroxypiperidin-1-yl)anilino]-5-oxo-6H-pyrimido[4,5-d]pyridazin-2-yl]piperidin-4-yl]acetonitrile OC1CCN(CC1)C1=CC=C(NC2=NC(=NC=3C=NNC(C32)=O)N3CCC(CC3)CC#N)C=C1